3-(6-bromo-1-oxo-phthalazin-2-yl)-1-(2-trimethylsilylethoxymethyl)piperidine-2,6-dione BrC=1C=C2C=NN(C(C2=CC1)=O)C1C(N(C(CC1)=O)COCC[Si](C)(C)C)=O